C(C)OC(C[C@@H](C1=CC(=CC=C1)CC1=C(C=CC=C1)C)NC(=O)NC=1C(N(C=CC1O)C)=O)=O (S)-3-(3-(4-hydroxy-1-methyl-2-oxo-1,2-dihydropyridin-3-yl)ureido)-3-(3-(2-methylbenzyl)phenyl)propanoic acid ethyl ester